C(C)OC(\C=C\C1=C(C(=CC=C1)OC1=CC=CC=C1)N)=O (2E)-3-(2-amino-3-phenoxyphenyl)prop-2-enoic acid ethyl ester